2-chloro-4-[[6-[1-cyclopropyl-4-(trifluoromethyl)imidazol-2-yl]-2-methoxy-3-pyridyl]methoxy]pyrido[2,3-d]pyrimidine ClC=1N=C(C2=C(N1)N=CC=C2)OCC=2C(=NC(=CC2)C=2N(C=C(N2)C(F)(F)F)C2CC2)OC